CN1C(C=C(C=C1)N1C=2N(C[C@@H](C1)CNC(C=C)=O)N=CC2)=O |o1:11| (R)- or (S)-N-((4-(1-methyl-2-oxo-1,2-dihydropyridin-4-yl)-4,5,6,7-tetrahydropyrazolo[1,5-a]pyrimidin-6-yl)methyl)acrylamide